tert-butyl 4-[2-[2-fluoro-3-[2-(6-methyl-7-oxo-1H-pyrrolo[2,3-c]pyridin-4-yl)-4-(trifluoro-methylsulfonylamino)phenoxy]phenoxy]ethoxy]piperidine-1-carboxylate FC1=C(OCCOC2CCN(CC2)C(=O)OC(C)(C)C)C=CC=C1OC1=C(C=C(C=C1)NS(=O)(=O)C(F)(F)F)C=1C2=C(C(N(C1)C)=O)NC=C2